CC=1C(=C(C(=NC1)CC1=CC=CC=C1)C)C trimethylbenzyl-pyridine